5-methoxy-3-methyl-3,4-dihydropyrimidin-4-one COC=1C(N(C=NC1)C)=O